((3aR,6aS)-2,2-dimethyltetrahydro-4H-cyclopenta[d][1,3]dioxol-4-yl)-3-oxopropanenitrile CC1(O[C@H]2[C@@H](O1)CCC2C(C#N)C=O)C